chromat [Cr](=O)(=O)([O-])[O-]